C[Si](CCOCN1C=NC=C1)(C)C ((2-(trimethylsilyl)ethoxy)methyl)-1H-imidazole